N1(CCCCC1)C1=C(C=CC=C1)N1S(C2=C(C1)C(=CC=C2)F)(=O)=O N-(2-(piperidin-1-yl)phenyl)-4-fluorobenzo[d]isothiazole-1,1-dioxide